4-((5-chloro-7-(2-((5-oxo-3-(2,2-difluoroethyl)-2,6-dioxo-3,6-dihydropyrimidin-1(2H)-yl)methyl)thieno[3,2-b]pyridin-7-yl)-1H-indol-1-yl)methyl)piperidine-4-carbonitrile ClC=1C=C2C=CN(C2=C(C1)C1=C2C(=NC=C1)C=C(S2)CN2C(N(CC(C2=O)=O)CC(F)F)=O)CC2(CCNCC2)C#N